C(CC)C1=NC=NN1CC1=CC=C(C=C1)C=C 5-propyl-1-(4-vinylbenzyl)-1H-1,2,4-triazole